5-(4-(2-phenylimidazo[1,2-a]pyridine-3-carbonyl)piperazin-1-yl)-N-(pyridin-3-ylmethyl)pyrazine-2-carboxamide C1(=CC=CC=C1)C=1N=C2N(C=CC=C2)C1C(=O)N1CCN(CC1)C=1N=CC(=NC1)C(=O)NCC=1C=NC=CC1